C(\C=C\C(=O)OC[C@]1(N2CCC(C1=O)CC2)COC)(=O)OC[C@]2(N1CCC(C2=O)CC1)COC bis(((1S,2R,4S)-2-(methoxymethyl)-3-oxoquinuclidin-2-yl) methyl) fumarate